C(C=C)N1N=NC(=C1)C1=CC=C(C=C1)C1=CC(N(C=C1)CCC(C(=O)NOC1OCCCC1)(S(=O)(=O)C)C)=O 4-(4-(4-(1-allyl-1H-1,2,3-triazol-4-yl)phenyl)-2-oxopyridin-1(2H)-yl)-2-methyl-2-(methylsulfonyl)-N-((tetrahydro-2H-pyran-2-yl)oxy)butanamide